N1N=CC(=C1)C1SC=CN1C=1C=NN(C1)C[C@H]1CNCC1 2-(1H-pyrazol-4-yl)-N-(1-{[(3R)-pyrrolidin-3-yl]methyl}-1H-pyrazol-4-yl)-1,3-thiazole